N4-(5-(1-cyclopropyl-1H-pyrazol-4-yl)-4-(trifluoromethoxy)pyridin-2-yl)-2-(difluoromethyl)-N6-(2,4-dimethoxybenzyl)pyrimidine-4,6-diamine C1(CC1)N1N=CC(=C1)C=1C(=CC(=NC1)NC1=NC(=NC(=C1)NCC1=C(C=C(C=C1)OC)OC)C(F)F)OC(F)(F)F